5-(8-fluoro-[1,2,4]triazolo[1,5-a]pyridin-6-yl)-N-(cis-4-methoxycyclohexyl)-7H-pyrrolo[2,3-d]pyrimidin-2-amine FC=1C=2N(C=C(C1)C1=CNC=3N=C(N=CC31)N[C@@H]3CC[C@@H](CC3)OC)N=CN2